C(#N)C1=C(C=CC=C1)/N=C(\C)/N(C)C (E)-N'-(2-cyanophenyl)-N,N-dimethylacetamidine